Sodium 1,2,4-triazole N1N=CN=C1.[Na]